(3R,4R)-4-[(7-cyclopropoxy-4-hydroxyquinazolin-6-yl)oxy]-3-fluoropiperidine-1-carboxylic acid tert-butyl ester C(C)(C)(C)OC(=O)N1C[C@H]([C@@H](CC1)OC=1C=C2C(=NC=NC2=CC1OC1CC1)O)F